C(C(=C)C)(=O)OCCCCO[Si](OC)(OC)CCC1CC2C(CC1)O2 3-methacryloxypropyl-2-(3,4-epoxycyclohexyl)-ethyltrimethoxysilane